ethyl 2-[(2,6-difluoro-4-pyridyl)amino]-5-methyl-thiazole-4-carboxylate FC1=NC(=CC(=C1)NC=1SC(=C(N1)C(=O)OCC)C)F